((S)-1-(4-fluorophenyl)-3,4-dihydroisoquinolin-2(1H)-yl)((R)-5-nitro-3,4-dihydro-2H-pyran-2-yl)methanone FC1=CC=C(C=C1)[C@@H]1N(CCC2=CC=CC=C12)C(=O)[C@@H]1OC=C(CC1)[N+](=O)[O-]